di-(2,4,4-trimethyl-pentyl)phosphinic acid CC(CP(O)(=O)CC(CC(C)(C)C)C)CC(C)(C)C